CC1=CC(=C(C=C1)C(C=1OC(=CC1)C)NC(=O)CC=1C=NC(=NC1)N1CCCCC1)N1CCCCC1 1-{5-[({[4-Methyl-2-(piperidin-1-yl)phenyl](5-methylfuran-2-yl)methyl}carbamoyl)methyl]pyrimidin-2-yl}piperidin